ClC1=CN=C(NC1=O)C1=CN=[N+](C=C1)CCC(=O)O 3-[4-(5-chloro-6-oxo-1H-pyrimidin-2-yl)pyridazin-1-ium-1-yl]propionic acid